5-(4-(4,4,5,5-Tetramethyl-1,3,2-dioxaborolan-2-yl)phenyl)-[1,2,4]oxadiazol CC1(OB(OC1(C)C)C1=CC=C(C=C1)C1=NC=NO1)C